tert-butyl N-[[4-methyl-3-[2-(2-pyridyl) ethylsulfamoyl]benzoyl]amino]carbamate CC1=C(C=C(C(=O)NNC(OC(C)(C)C)=O)C=C1)S(NCCC1=NC=CC=C1)(=O)=O